Dioctadecyl 2-((3-(dimethylamino)propanoyl)oxy)pentanedioate CN(CCC(=O)OC(C(=O)OCCCCCCCCCCCCCCCCCC)CCC(=O)OCCCCCCCCCCCCCCCCCC)C